C(CCCCCCCCCCCCCCCCCCCCC)(=O)OCCC(C)C isoamyl docosanoate